(3,4-dihydroisoquinolin-2(1H)-yl)(phenyl)methanone C1N(CCC2=CC=CC=C12)C(=O)C1=CC=CC=C1